palladium (II) bis(methyldiphenylphosphine) dichloride [Cl-].[Cl-].CP(C1=CC=CC=C1)C1=CC=CC=C1.CP(C1=CC=CC=C1)C1=CC=CC=C1.[Pd+2]